(R)-5'-(1-aminoethyl)-7'-methyl-1',2'-dihydro-9'H-spiro[cyclobutane-1,3'-pyrrolo[2,1-b]quinazolin]-9'-one, hydrochloride Cl.N[C@H](C)C1=CC(=CC=2C(N3C(=NC12)C1(CC3)CCC1)=O)C